C(CCCCCCCCC=CCCCCCCCCCCCCC)(=O)O 10-tetracosenoic acid